6-fluoro-7-(2-fluoro-6-hydroxyphenyl)-4-[(2S)-2-methylpiperazin-1-yl]-1-[4-methyl-2-(propan-2-yl)pyridin-3-yl]pyrido[2,3-d]pyrimidin-2(1H)-one FC1=CC2=C(N(C(N=C2N2[C@H](CNCC2)C)=O)C=2C(=NC=CC2C)C(C)C)N=C1C1=C(C=CC=C1O)F